FC=1C(=NC=C(C1)B1OC(C(O1)(C)C)(C)C)OC 3-fluoro-2-methoxy-5-(4,4,5,5-tetramethyl-1,3,2-dioxaborolan-2-yl)pyridine